C(#N)C1=C(N=C(S1)N(C1=C(N=C2SC(=NN21)N2C[C@@H](CC2)C(=O)OC(C)(C)C)CC)C)C2=CC=C(C=C2)F tert-butyl (R)-{1-[5-((5-cyano-4-(4-fluorophenyl)thiazol-2-yl)(methyl)amino)-6-ethylimidazo[2,1-b][1,3,4]thiadiazol-2-yl]pyrrolidin-3-yl}carboxylate